ClC=1SC2=C(N1)C=CC(=C2)OCC 2-chloro-6-ethoxy-1,3-benzothiazole